methyl-vinyl-potassium phosphinate [PH2](O)=O.CC=C[K]